4-{[2-(Trimethylsilyl)ethoxy]methoxy}aniline C[Si](CCOCOC1=CC=C(N)C=C1)(C)C